ClC1=C2C=CN(C2=C(C=C1)C(=O)NC1CC2(CCC2)C1)CC1=CC=C(C=C1)C1=CC=NC=C1 6-(4-chloro-1-(4-(pyridin-4-yl)benzyl)-1H-indole-7-carboxamido)spiro[3.3]heptane